Benzyl (R)-6-(2-amino-3-(4,6-dimethoxypyrimidin-2-yl)propoxy)-3-fluoroquinoline-5-carboxylate bis(2,2,2-trifluoroacetate) FC(C(=O)O)(F)F.FC(C(=O)O)(F)F.N[C@@H](COC1=C(C=2C=C(C=NC2C=C1)F)C(=O)OCC1=CC=CC=C1)CC1=NC(=CC(=N1)OC)OC